2-((tert-butoxycarbonyl)amino)-1-(3,4-dichlorophenyl)ethyl methanesulfonate CS(=O)(=O)OC(CNC(=O)OC(C)(C)C)C1=CC(=C(C=C1)Cl)Cl